C(C)(C)(C)S(=O)(=O)N tert-butanesulfonamide